C(C=C)O[C@@H]1[C@@H]([C@@H]2[C@H]([C@H](O1)CO)OC(O2)(C)C)NC(C(F)(F)F)=O N-((3aR,4R,6S,7R,7aR)-6-(allyloxy)-4-(hydroxymethyl)-2,2-dimethyltetrahydro-4H-[1,3]dioxolo[4,5-c]pyran-7-yl)-2,2,2-trifluoroacetamide